5-chloro-6-(trifluoro-methyl)picolinaldehyde ClC=1C=CC(=NC1C(F)(F)F)C=O